(5-methyl-6-(3-((1-methyl-1H-pyrazol-5-yl)amino)-7,8-dihydro-1,6-naphthyridin-6(5H)-yl)pyridazin-3-yl)(2-oxa-6-azaspiro[3.3]heptan-6-yl)methanone CC=1C=C(N=NC1N1CC=2C=C(C=NC2CC1)NC1=CC=NN1C)C(=O)N1CC2(COC2)C1